4-Methylimidazolidine-2-one CC1NC(NC1)=O